6-[8-(1,3-benzothiazol-2-ylcarbamoyl)-3,4-dihydroisoquinolin-2(1H)-yl]-3-[1-(4-hydroxybenzyl)-1H-pyrazol-4-yl]pyridine-2-carboxylic acid S1C(=NC2=C1C=CC=C2)NC(=O)C=2C=CC=C1CCN(CC21)C2=CC=C(C(=N2)C(=O)O)C=2C=NN(C2)CC2=CC=C(C=C2)O